NCC=1C=C2C=CN=C(C2=CC1OC)NCC1=CC=C(C=C1)OC 6-(aminomethyl)-7-methoxy-N-(4-methoxybenzyl)isoquinoline-1-amine